CC1=C(C(=O)NC2=CC=C(C3=CC=CC=C23)S(N[C@@H]2CCN3C(CC[C@@H]3C2)=O)(=O)=O)C=CC=C1 2-methyl-N-(4-(N-((7R,8aR)-3-oxooctahydro-indolizin-7-yl)sulfamoyl)naphthalen-1-yl)benzamide